disodium edetate nickel salt [Ni+2].C(N(CC(=O)[O-])CC(=O)[O-])CN(CC(=O)[O-])CC(=O)[O-].[Na+].[Na+]